(2-methyl-1-propen-1-yl)tetrahydro-2H-pyran CC(=CC1OCCCC1)C